ClC=1C=C(C=CC1F)NC(=O)C=1N(C(=C2C(CCCC12)NC(OCC1=NN(C=N1)C)=O)C)C (1-methyl-1H-1,2,4-triazol-3-yl)methyl (1-((3-chloro-4-fluorophenyl)carbamoyl)-2,3-dimethyl-4,5,6,7-tetrahydro-2H-isoindol-4-yl)carbamate